tert-butyl (S)-4-(7-chloro-1-(2,6-dimethylphenyl)-6-fluoro-2-carbonyl-1,2-dihydro Pyrido[2,3-d]pyrimidin-4-yl)-3-methylpiperazine-1-carboxylate ClC=1C(=CC2=C(N(C(N=C2N2[C@H](CN(CC2)C(=O)OC(C)(C)C)C)=C=O)C2=C(C=CC=C2C)C)N1)F